5,6-dichloro-4-((5-chloroimidazo[1,2-c]pyrimidin-8-yl)thio)pyridin-2-amine ClC=1C(=CC(=NC1Cl)N)SC=1C=2N(C(=NC1)Cl)C=CN2